FC=1C=C(CNC2CC3=C(C=CC(=C3CC2)OC)OC)C=C(C1)C N-(3-fluoro-5-methylbenzyl)-5,8-dimethoxy-1,2,3,4-tetrahydronaphthalen-2-amine